6,7-dimethyl-2-((2S)-2-(1-methyl-1H-pyrazol-4-yl)-4-morpholinyl)-4-(3-(trifluoromethyl)-1-azetidinyl)pteridine CC=1N=C2C(=NC(=NC2=NC1C)N1C[C@@H](OCC1)C=1C=NN(C1)C)N1CC(C1)C(F)(F)F